N-((3R,4S)-4-((5-(3-cyano-3-methyl-azetidin-1-yl)-7-(2,6-dichloro-3,5-dimethoxy-phenyl)-2,6-naphthyridin-3-yl)amino)tetrahydrofuran-3-yl)acrylamide C(#N)C1(CN(C1)C1=C2C=C(N=CC2=CC(=N1)C1=C(C(=CC(=C1Cl)OC)OC)Cl)N[C@H]1[C@H](COC1)NC(C=C)=O)C